1-Oxyl-2,2,6,6-tetramethylpiperidin-4-on ON1C(CC(CC1(C)C)=O)(C)C